CC1=C(OCN2C=NC3=C2C=CC=C3)C=CC(=C1)[N+](=O)[O-] ((2-methyl-4-nitrophenoxy)methyl)-1H-benzo[d]imidazole